N1=CN=C2NC=NC2=C1N[C@H](C)C=1OC2=CC=C(C=C2C(C1C1=CC(=CC=C1)F)=O)F (R)-2-(1-(9H-purin-6-ylamino)ethyl)-6-fluoro-3-(3-fluorophenyl)-4H-chromen-4-one